C(C)(C)(C)OC(N(C1=C(C=C(C=C1)[N+](=O)[O-])Cl)C(=O)OC(C)(C)C)=O N-tert-Butoxycarbonyl-N-(2-chloro-4-nitro-phenyl)carbamic acid tert-butyl ester